tris[4,4'-di-tert-butyl-(2,2')-bipyridine] ruthenium (III) [Ru+3].C(C)(C)(C)C1=CC(=NC=C1)C1=NC=CC(=C1)C(C)(C)C.C(C)(C)(C)C1=CC(=NC=C1)C1=NC=CC(=C1)C(C)(C)C.C(C)(C)(C)C1=CC(=NC=C1)C1=NC=CC(=C1)C(C)(C)C